C(=O)C1=CC(=C(OCC2=CC=C(C=C2)/C=C/C(=O)OC)C=C1)OC (E)-Methyl 3-(4-((4-formyl-2-methoxyphenoxy)-methyl)phenyl)acrylate